4-methyl-isopropyl-benzene CC1=CC=C(C=C1)C(C)C